N1(N=CC2=CC=CC=C12)[C@H]1CN(CCC1)C(=O)OC(C)(C)C tert-butyl (R)-3-(1H-indazol-1-yl)piperidine-1-carboxylate